2-[2-chloro-5-(trifluoromethyl)phenyl]-N-{5-sulfamoyl-2-(trifluoromethyl)-4-[4-(trifluoromethyl)-1H-pyrazol-1-yl]phenyl}acetamide ClC1=C(C=C(C=C1)C(F)(F)F)CC(=O)NC1=C(C=C(C(=C1)S(N)(=O)=O)N1N=CC(=C1)C(F)(F)F)C(F)(F)F